Cl[Si](C)(C)CC(CCCCCCCCCC)CCCCCCCCCCCC 11-(Chlorodimethylsilyl)methyltricosan